sodium lauroyl-trimethylammonium chloride [Cl-].C(CCCCCCCCCCC)(=O)[N+](C)(C)C.[Na]